OC1=C2C(C(=COC2=CC(=C1CO)OC)C1=C(C=CC=C1)OC)=O 5-Hydroxy-6-(hydroxymethyl)-7-methoxy-3-(2-methoxyphenyl)-4H-chromen-4-one